FC1=C(OCC(=O)C2=CC=C(C=C2)C2=NOC(=N2)C(F)(F)F)C=CC(=C1)F 2-(2,4-difluorophenoxy)-1-(4-(5-(trifluoromethyl)-1,2,4-oxadiazol-3-yl)phenyl)ethan-1-one